bis(cyclooctene) rhodium (I) chloride [Rh]Cl.C1=CCCCCCC1.C1=CCCCCCC1